(R)-1-(3,4-difluorobenzyl)-6-(methoxymethyl)-3,3-bis(methylthio)piperidin-2-one FC=1C=C(CN2C(C(CC[C@@H]2COC)(SC)SC)=O)C=CC1F